N-[4-amino-1-(2-trimethylsilylethoxymethyl)pyrazolo[4,3-c]pyridin-7-yl]-N'-(1-phenylethyl)-N'-(2-pyridylmethyl)oxamide NC1=NC=C(C2=C1C=NN2COCC[Si](C)(C)C)NC(=O)C(=O)N(CC2=NC=CC=C2)C(C)C2=CC=CC=C2